chloro-dimethylsilanol Cl[Si](O)(C)C